[Ir].[Ni] Nickel-iridium